N-{1-[3-(dimethylamino)propyl]-1H-pyrazol-4-yl}-2-(1H-pyrazol-4-yl)-1,3-thiazole-4-carboxamide CN(CCCN1N=CC(=C1)NC(=O)C=1N=C(SC1)C=1C=NNC1)C